NCCCCCC(=O)NC(COCCC(=O)O)COCCC(=O)O 3,3'-((2-(6-aminohexanamido)propane-1,3-diyl)bis(oxy))dipropionic acid